2-(4-aminopiperidin-1-yl)-N-((2-(3-(dimethylamino)-1H-pyrazol-1-yl)pyridin-3-yl)methyl)-9-isopropyl-9H-purin-6-amine NC1CCN(CC1)C1=NC(=C2N=CN(C2=N1)C(C)C)NCC=1C(=NC=CC1)N1N=C(C=C1)N(C)C